C(C)(=O)NC=1C=CC=2NC3=CC=CC=C3C2C1 3-acetamidocarbazole